O=C1NC(CCC1N1C(N(C2=C1C=CC(=C2)CCCN2C[C@H](NCC2)CCC(=O)O)C)=O)=O 3-[(2R)-4-[3-[1-(2,6-dioxo-3-piperidyl)-3-methyl-2-oxo-benzimidazol-5-yl]propyl]piperazin-2-yl]propanoic acid